3-(3-methyl-1H-pyrrolo[2,3-b]pyridin-4-yl)-2-[3-(trifluoromethyl)phenyl]-4,5,6,7-tetrahydropyrazolo[1,5-a]pyrazine CC1=CNC2=NC=CC(=C21)C=2C(=NN1C2CNCC1)C1=CC(=CC=C1)C(F)(F)F